O=C1CCC2=CC=C(C=C12)C(C(=O)N)C1=CC=C(C=C1)C1=CC=2N(C=C1)N=CN2 (3-Oxo-1,2-dihydroinden-5-yl)-2-[4-([1,2,4]triazolo[1,5-a]pyridin-7-yl)phenyl]acetamide